C(C=C)(=O)N1CC2(C1)CN(CC2)C2=NC=NC(=C2C#N)C=2C=C1C=NNC1=CC2C 4-(2-acryloyl-2,6-diazaspiro[3.4]octan-6-yl)-6-(6-methyl-1H-indazol-5-yl)pyrimidine-5-carbonitrile